BrC=1C=C(NCC23CCC(CC2)(CC3)C=3OC(=NN3)C(C)(C)C)C=CC1 3-bromo-N-((4-(5-(tert-butyl)-1,3,4-oxadiazol-2-yl)bicyclo[2.2.2]oct-1-yl)methyl)aniline